2,5-bis(octyldithio)thiadiazole C(CCCCCCC)SSN1SC(=CN1)SSCCCCCCCC